(3-cyclohexyl-2-acetoxyiminopropionyl)-3''-fluoro-4''-(2-ethoxy-2-oxoacetyl)p-terphenyl C1(CCCCC1)CC(C(=O)C1=C(C=CC=C1)C1=CC=C(C=C1)C1=CC(=C(C=C1)C(C(=O)OCC)=O)F)=NOC(C)=O